2-(1-ethylhexyl)phenol C(C)C(CCCCC)C1=C(C=CC=C1)O